(n-propyldimethylsilyl)-5-aza-2'-deoxycytidine C(CC)[Si](C)(C)[C@@]1(C[C@H](O)[C@@H](CO)O1)N1C(=O)N=C(N)N=C1